(E)-7-(3-(2-methoxybenzylidene)-2,5-dioxopyrrolidinyl)-N-hydroxyheptylamide COC1=C(\C=C/2\C(N(C(C2)=O)C(CCCCCC[NH-])O)=O)C=CC=C1